diamino-3-methylheptane NC(CC(CCCC)C)N